5-chloro-1-methyl-1H-imidazole-4-carbaldehyde ClC1=C(N=CN1C)C=O